[NH4+].FC(C(=O)[NH-])(F)F 2,2,2-trifluoroacetamide, ammonium salt